C1(CCCCC1)CN1CCC(CC1)CC1=CC=2N(C=C1)N=CC2N2CN(CCC2)CC2=C(C=C(C=C2)OC)OC 1-(5-((1-(cyclohexylmethyl)piperidin-4-yl)methyl)pyrazolo[1,5-a]pyridin-3-yl)-3-(2,4-dimethoxybenzyl)dihydropyrimidine